Titanium fluoride ammonium fluoride [F-].[NH4+].[F-].[Ti+]